(R)-1-(7-chloro-8-fluoro-5-methoxy-2-(methylthio)pyrido[4,3-d]pyrimidin-4-yl)-3-methylpiperidine ClC1=C(C=2N=C(N=C(C2C(=N1)OC)N1C[C@@H](CCC1)C)SC)F